N-((2R,3S,5R)-2-((((1S,3S,6R)-6-(5-fluoropyrimidin-2-yl)bicyclo[4.1.0]hept-3-yl)oxy)methyl)-5-methylpyrrolidin-3-yl)methanesulfonamide FC=1C=NC(=NC1)[C@]12CC[C@@H](C[C@@H]2C1)OC[C@@H]1N[C@@H](C[C@@H]1NS(=O)(=O)C)C